OC(CCC=CCC=CCCCC(=O)O)CC=CCCCCC 12-hydroxyeicosa-5,8,14-trienoic acid